NC1=CC=CC(=N1)S(=O)(=O)NC(=O)C=1C(=NC(=CC1)C=C)OC1=C(C=C(C=C1C)C)C N-[(6-Amino-2-pyridyl)sulfonyl]-2-(2,4,6-trimethylphenoxy)-6-vinylpyridin-3-carboxamid